(S)-5-((((3'-Chloro-2'-(2-chloro-3-((2-fluoro-3-((3-hydroxyazetidin-1-yl)methyl)phenyl)amino)phenyl)-6-methoxy-[2,4'-bipyridin]-5-yl)methyl)amino)methyl)pyrrolidin-2-one ClC=1C(=NC=CC1C1=NC(=C(C=C1)CNC[C@@H]1CCC(N1)=O)OC)C1=C(C(=CC=C1)NC1=C(C(=CC=C1)CN1CC(C1)O)F)Cl